2-(4-(piperidine-1-carbonyl)phenyl)-7-azaindole N1(CCCCC1)C(=O)C1=CC=C(C=C1)C=1NC2=NC=CC=C2C1